7-[(3R)-3,4-dimethylpiperazin-1-yl]-2-(8-ethyl-2-methylimidazo[1,2-a]pyridin-6-yl)-4H-pyrido[1,2-a]pyrimidin-4-one C[C@@H]1CN(CCN1C)C=1C=CC=2N(C(C=C(N2)C=2C=C(C=3N(C2)C=C(N3)C)CC)=O)C1